Br[C@H](C(=O)O)F.C1(=CC=CC=C1)[C@H](C)N (S)-1-phenylethan-1-amine (R)-2-bromo-2-fluoroacetate